C(C)(=O)N[C@H](C(=O)N1[C@@H](C[C@H](C1)O)C(=O)NCC1=CC=C(C=C1)C1=C(N=CS1)C)C(C)(C)C (2S,4R)-1-((S)-2-acetamido-3,3-dimethylbutanoyl)-4-hydroxy-N-(4-(4-methylthiazol-5-yl)benzyl)pyrrolidine-2-carboxamide